3-(4-trifluoromethoxyphenyl)urea FC(OC1=CC=C(C=C1)NC(N)=O)(F)F